BrC=1C=CC=2CC(NC3=CC=CC1C23)=O 6-bromo-1H-benzo[de]quinolin-2(3H)-one